ClC1=NC2=CC(=CC=C2C=C1C1CC(=NN1C(CCCC(=O)O)=O)C1=CC=C(C=C1)C=1C=NOC1)OCC 5-(5-(2-Chloro-7-ethoxyquinolin-3-yl)-3-(4-(isoxazol-4-yl)phenyl)-4,5-dihydro-1H-pyrazol-1-yl)-5-oxopentanoic acid